N1=C2C(=CC=C1)C1(NC2=O)CC1 spiro[cyclopropan-1,5'-pyrrolo[3,4-b]pyridin]-7'(6'H)-one